2-((tert-butoxycarbonyl)-amino)-2-Methylpropionic acid C(C)(C)(C)OC(=O)NC(C(=O)O)(C)C